1-(1-(4-chloro-3-fluorophenyl)-3,3-dimethyl-2,3-dihydro-1H-pyrrolo[3,2-b]pyridine-5-carbonyl)-3-methoxypiperidin ClC1=C(C=C(C=C1)N1CC(C2=NC(=CC=C21)C(=O)N2CC(CCC2)OC)(C)C)F